1,6-dihexyl hexanedioate C(CCCCC(=O)OCCCCCC)(=O)OCCCCCC